CC1=CC(=NO1)COC1=CC(=NC2=C(N=CC=C12)C1=CC=NN1)N1CCOCC1 4-[(5-methyl-1,2-oxazol-3-yl)methoxy]-2-(morpholin-4-yl)-8-(1H-pyrazol-5-yl)-1,7-naphthyridine